benzyl 2-[7-(1-{2-[(tert-butoxycarbonyl)amino]-4-(trifluoromethoxy)benzoyl} piperidin-4-yl)-3H-imidazo[4,5-b]pyridin-2-yl]morpholine-4-carboxylate C(C)(C)(C)OC(=O)NC1=C(C(=O)N2CCC(CC2)C2=C3C(=NC=C2)NC(=N3)C3CN(CCO3)C(=O)OCC3=CC=CC=C3)C=CC(=C1)OC(F)(F)F